N-(pyridin-2-yl)thiazol-2-amine N1=C(C=CC=C1)NC=1SC=CN1